4-(p-acetylphenyl)but-3-en-2-one C(C)(=O)C1=CC=C(C=C1)C=CC(C)=O